O[C@H](C(=O)OC)CO (S)-Methyl 2,3-Dihydroxypropanoate